CS(=O)(=O)C1=NC=C(C=N1)CCC methylsulfonyl-5-propylpyrimidin